C(C)(C)(C)OC(=O)N1[C@@H](CCC1)C=1C=C(C=C2CCN(CC12)C1=CC=NC=C1)Cl (S)-2-(6-chloro-2-(pyridin-4-yl)-1,2,3,4-tetrahydroisoquinolin-8-yl)pyrrolidine-1-Carboxylic acid tert-butyl ester